Fmoc-glycyl-tryptophan methyl ester COC([C@@H](NC(CNC(=O)OCC1C2=CC=CC=C2C2=CC=CC=C12)=O)CC1=CNC2=CC=CC=C12)=O